BrC1=CC=C(C=C1)N1N=C(C(=C1)[C@H]1O[C@@H](C(N1CC1=CC=C(C=C1)OC)=O)C)C1=CC=C(C=C1)F (2R,5R)-2-(1-(4-bromophenyl)-3-(4-fluorophenyl)-1H-pyrazol-4-yl)-3-(4-methoxybenzyl)-5-methyloxazolidin-4-one